BrC1=C(C=C(C2=C1CCO2)C2=CC=C(C=C2)C(C)C)N 4-bromo-7-(4-isopropylphenyl)-2,3-dihydrobenzofuran-5-amine